2,2',6-trifluorobenzidine FC1=C(C(=CC(=C1)N)F)C1=C(C=C(N)C=C1)F